4,7-difluoro-5-nitro-2,3-dihydro-1H-indene FC1=C2CCCC2=C(C=C1[N+](=O)[O-])F